C1(CC1)C=1N=CC2=C(N1)NC=C2C2=CC=1N(C=C2)N=CC1C(=O)N[C@@H](C(F)(F)F)C (R)-5-(2-Cyclopropyl-7H-pyrrolo[2,3-d]pyrimidin-5-yl)-N-(1,1,1-trifluoropropan-2-yl)pyrazolo[1,5-a]pyridine-3-carboxamide